C(C)(C)(C)C=1C=C(C(=O)N)C=C(C1O)C(C)(C)C 3,5-di-t-butyl-4-hydroxy-benzamide